C(C)(=O)SCC(=O)NC1CCN(CC1)C(=O)OCCCC butyl 4-(2-(acetylthio)acetamido)piperidine-1-carboxylate